3-(3-(8-(4-cyanophenyl)-3,4-dihydro-2H-pyrido[4,3-b][1,4]oxazine-4-carbonyl)azetidin-1-yl)-benzonitrile C(#N)C1=CC=C(C=C1)C1=CN=CC2=C1OCCN2C(=O)C2CN(C2)C=2C=C(C#N)C=CC2